OC(COS(=O)(=O)C)C(COS(=O)(=O)C)(C)C Methanesulfonic acid 2-hydroxy-4-(methylsulfonyloxy)-3,3-dimethylbutyl ester